C(CCC)C1=NC2(C(N1CC1=CC(=C(C=C1)C=1C(=CC=CC1)S(=O)(=O)N(COC)C1=NOC(=C1C)C)COCC)=O)CCCC2 4'-((2-butyl-4-oxo-1,3-diazaspiro[4.4]non-1-en-3-yl)methyl)-N-(4,5-dimethylisoxazol-3-yl)-2'-(ethoxymethyl)-N-(methoxymethyl)-[1,1'-biphenyl]-2-sulfonamide